2-[3-(4-methyl-2,2'-bipyridine-4-yl)propyl]-1,3-dioxolane ruthenium (II) [Ru+2].CC1(CC(=NC=C1)C1=NC=CC=C1)CCCC1OCCO1